C(C)OC(C(Cl)OCC)Cl 1,2-diethoxy-1,2-dichloroethane